4-(2-(Isobutylamino)ethyl)piperidine-1-carboxylic acid tert-butyl ester C(C)(C)(C)OC(=O)N1CCC(CC1)CCNCC(C)C